C1(=CC=C(C=C1)S(=O)(=O)OCCOCCOCCOC1=CC=C(C(=O)OC)C=C1)C methyl 4-[2-[2-[2-(p-tolylsulfonyloxy)ethoxy]ethoxy]ethoxy]benzoate